CC(CNC(CC)C1=CC=CC=C1)(C)C trimethyl-4-phenyl-3-azahexane